[Cl-].C1(CCCCC1)OS cyclohexyl-sulfenate chloride